ClC=1NC=2C(=C(N1)Cl)N=CC2 2,4-dichloropyrrolopyrimidine